2-[(6-ethylpyridin-3-yl)methyl]-8-methyl-N-{[(2S)-oxolane-2-yl]methyl}-4,5-dihydro-2H-furo[2,3-g]indazole-7-carboxamide C(C)C1=CC=C(C=N1)CN1N=C2C3=C(CCC2=C1)OC(=C3C)C(=O)NC[C@H]3OCCC3